[Cl-].C(C1=CC=CC=C1)[N+](CCCCCCCCCC)(C)CC benzyl-ethyl-methyl-decyl-ammonium chloride